4,4'-(2,4,8,10-tetraoxaspiro[5.5]undecane-3,9-diyl)bis(2,3,5,6-tetrafluoro-N-octylaniline) C1OC(OCC12COC(OC2)C2=C(C(=C(NCCCCCCCC)C(=C2F)F)F)F)C2=C(C(=C(NCCCCCCCC)C(=C2F)F)F)F